FC(C(=O)N1CC(C1)C1=NN(C2=NC=CC(=C21)N2C(C(CC2)O)=O)C2=CC=C(C=C2)OC(F)(F)F)=C 1-(3-(1-(2-fluoroacryloyl)azetidin-3-yl)-1-(4-(trifluoromethoxy)phenyl)-1H-pyrazolo[3,4-B]pyridin-4-yl)-3-hydroxypyrrolidin-2-one